S(=O)(=O)(O)C1=CC=C(C)C=C1.ClC(C)(Cl)NN 1,1-dichloroethyl-hydrazine tosylate